BrC=1C=NC=CC1CC(C)O 1-(3-Bromopyridin-4-yl)propan-2-ol